ClC1=C(C(C(=O)NC2=C(C=C(C=C2)C(C(F)(F)F)(C(F)(F)F)F)C)=CC=C1)C(=O)N[C@H](CS(=O)(=O)C)C (S)-3-chloro-N1-{2-methyl-4-[1,2,2,2-tetrafluoro-1-(trifluoromethyl)ethyl]Phenyl}-N2-(1-methyl-2-methylsulfonylethyl)phthalic acid diamide